ClC1=NC2=CC=CC(=C2C(=N1)Cl)F 2,4-dichloro-5-fluoro-quinazoline